(R)-6-(1-(difluoromethyl)cyclopropyl)-2-methyl-4-((1-(2-methyl-3-(trifluoromethyl)phenyl)prop-2-yn-1-yl)amino)pyrido[4,3-d]pyrimidin-7(6H)-one FC(C1(CC1)N1C=C2C(N=C(N=C2N[C@H](C#C)C2=C(C(=CC=C2)C(F)(F)F)C)C)=CC1=O)F